1-(4-(4-Fluorophenyl)-3,4-dihydroquinoxalin-1(2H)-yl)-3-(piperidin-1-yl)propan-1-one FC1=CC=C(C=C1)N1CCN(C2=CC=CC=C12)C(CCN1CCCCC1)=O